1,1,1,3,3,3-hexafluoro-2-propylamine FC(C(C(F)(F)F)N)(F)F